C(C)OC(=O)N1CCCC1 pyrrolidine-1-carboxylic acid ethyl ester